4-(cyclopropylmethyl-amino)-6-(4-fluoro-2-methyl-phenyl)-2-methylsulfonyl-pyrimidine-5-carbaldehyde C1(CC1)CNC1=NC(=NC(=C1C=O)C1=C(C=C(C=C1)F)C)S(=O)(=O)C